N1N=CC(=C1)C1=CC=C(C=C1)N1C(N(C2(C1)CCOCC2)CC2=CC(=CC=C2)F)=O 3-(4-(1H-pyrazol-4-yl)phenyl)-1-(3-fluorobenzyl)-8-oxa-1,3-diazaspiro[4.5]decan-2-one